ClC1=C(C=CC=C1)C1=C(C(=CC=C1)C=1C=C2CCN(CC2=C(C1)OC)CCC(C)(C)O)Cl 2,2'-dichloro-3'-(2-(3-hydroxy-3-methylbutyl)-8-methoxy-1,2,3,4-tetrahydroisoquinolin-6-yl)-[1,1'-biphenyl]